N-((6-fluoro-3-methyl-2-(tetrahydro-2H-pyran-4-yl)-1H-indol-5-yl)methyl)-4-methylpyrimidine-5-carboxamide FC1=C(C=C2C(=C(NC2=C1)C1CCOCC1)C)CNC(=O)C=1C(=NC=NC1)C